N1(CCC1)C(C1=NN=CN1C)C1=CC(=CC=C1)Br 3-(azetidin-1-yl-(3-bromophenyl)methyl)-4-methyl-4H-1,2,4-triazole